C(C1=CC=CC=C1)(=O)[C@@]1(C[C@H](O)[C@@H](COC(C2=CC=CC=C2)(C2=CC=CC=C2)C2=CC=CC=C2)O1)N1C=NC=2C(N)=NC=NC12 benzoyl-5'-O-trityl-2'-deoxyadenosine